N-(3-((2-((5-methyl-2-(1-methylpiperidin-4-yl)-2H-1,2,3-triazol-4-yl)amino)-5-(trifluoromethyl)pyrimidin-4-yl)amino)propyl)cyclobutanecarboxamide CC=1C(=NN(N1)C1CCN(CC1)C)NC1=NC=C(C(=N1)NCCCNC(=O)C1CCC1)C(F)(F)F